C(CCCCCCCCC)(=O)[O-].N[C@@H](CC(=O)O)C(=O)O.[Na+] sodium aspartate decanoate